COC(=O)C=1C=C2CCNCC2=C(C1)F 8-fluoro-1,2,3,4-tetrahydroisoquinoline-6-carboxylic acid methyl ester